ClC1=C(C=C(C(=O)NCCS)C=C1)N1C(C2=CC=CC=C2C1=O)=O 4-chloro-3-(1,3-dioxoisoindol-2-yl)-N-(2-mercaptoethyl)benzamide